C(#N)C=1C=C2C(C(=CN(C2=CC1N1[C@H](CCC1)COC1=NC=CC=C1C)C=1C=NN(C1)C)C(=O)O)=O 6-cyano-1-(1-methylpyrazol-4-yl)-7-[(2R)-2-[[(3-methylpyridin-2-yl)oxy]methyl]pyrrolidin-1-yl]-4-oxoquinoline-3-carboxylic acid